(R)-2-(8,8-difluoro-5-azaspiro[2.5]octan-5-yl)-4-methyl-N-(2-(S-methylsulfonimidoyl)pyridin-4-yl)-5-(trifluoromethyl)nicotinamide FC1(CCN(CC12CC2)C2=C(C(=O)NC1=CC(=NC=C1)[S@@](=O)(=N)C)C(=C(C=N2)C(F)(F)F)C)F